ClC1=C(C(=CC=C1)Cl)C=1C=2C=CC(=C(C3=CC=C(N3)C(=C3C=CC(C(=C4C=CC1N4)C4=C(C=CC=C4Cl)Cl)=N3)C3=C(C=CC=C3Cl)Cl)C3=C(C(=C(C(=C3F)F)F)F)F)N2 10,15,20-tris(2,6-dichlorophenyl)-5-(2,3,4,5,6-pentafluorophenyl)-porphyrin